(S)-6-(4-chlorophenyl)-N-(1-hydroxypropan-2-yl)-2-(1-(methyl-d3)-1H-pyrazol-4-yl)-3-oxo-2,3-dihydropyridazine-4-carboxamide ClC1=CC=C(C=C1)C=1C=C(C(N(N1)C=1C=NN(C1)C([2H])([2H])[2H])=O)C(=O)N[C@H](CO)C